C(C)N(C1=CC(=C(C(=O)C2=C(C=CC=C2)C=O)C=C1)O)CC 1-[2-(4-(diethylamino)-2-hydroxybenzoyl)phenyl]-methanone